1-ethoxy-propanol C(C)OC(CC)O